FCCCNCCOC1=NC=CC(=C1C)[C@H]1N([C@@H](CC2=C1NC1=CC=CC=C21)C)C[C@H](C(=O)OC)C methyl (R)-3-((1R,3R)-1-(2-(2-((3-fluoropropyl)amino)ethoxy)-3-methylpyridin-4-yl)-3-methyl-1,3,4,9-tetrahydro-2H-pyrido[3,4-b]indol-2-yl)-2-methylpropanoate